2-Amino-N-{1-[8-chloro-5-(1,1-dioxido-1,2,5-thiadiazepan-5-yl)imidazo[1,5-a]pyridin-6-yl]ethyl}pyrazolo[1,5-a]pyrimidine-3-carboxamide trifluoroacetate salt FC(C(=O)O)(F)F.NC1=NN2C(N=CC=C2)=C1C(=O)NC(C)C=1C=C(C=2N(C1N1CCNS(CC1)(=O)=O)C=NC2)Cl